C(CC)NC[C@@H](O)C=1C=NC=CC1 (1S)-2-(propylamino)-1-(3-pyridyl)ethanol